O[C@H]1C[C@@]2(CCC[C@H]2[C@@H]2CCC3=CC(C=C[C@@]3([C@@H]12)C)=O)C (8S,9S,10R,11S,13S,14S)-11-hydroxy-10,13-dimethyl-6,7,8,9,10,11,12,13,14,15,16,17-dodeca-hydro-3H-cyclopenta[a]phenanthren-3-one